C(CC)(=S)OCCCCCCCCCCCCCCCCCCCCCCC tricosyl thiopropionate